manganese sulfite salt S(=O)([O-])[O-].[Mn+2]